C1(CC1)S(=O)(=O)N1N=CC(=C1)C1=NC=CC(=N1)NC1=CC(=C(C=N1)C(=O)N1CC(C1)N(C)C)NC(C)C (6-((2-(1-(cyclopropylsulfonyl)-1H-pyrazol-4-yl)pyrimidin-4-yl)amino)-4-(isopropylamino)pyridin-3-yl)(3-(dimethylamino)azetidin-1-yl)methanone